4-(1,3-benzothiazol-4-yl)-5-methyl-1H-pyrazole-3-carbonitrile S1C=NC2=C1C=CC=C2C=2C(=NNC2C)C#N